4-[2-isopropoxyethyl-[4-(5,6,7,8-tetrahydro-1,8-naphthyridin-2-yl)butyl]amino]-2-[[2-(1-methylcyclobutyl)acetyl]amino]butanoic acid C(C)(C)OCCN(CCC(C(=O)O)NC(CC1(CCC1)C)=O)CCCCC1=NC=2NCCCC2C=C1